1,2-di(eicosahexenoyl)-sn-glycero-3-phosphorylcholine C(C=CC=CC=CC=CC=CC=CCCCCCCC)(=O)OC[C@@H](OC(C=CC=CC=CC=CC=CC=CCCCCCCC)=O)COP(=O)(O)OCC[N+](C)(C)C